C(N)(OC1=CC(=NC=C1)[C@H](CO[Si](C)(C)C(C)(C)C)N(C)C)=O |r| rac-(2-(2-((tert-butyldimethylsilyl) oxy)-1-(dimethylamino) ethyl) pyridin-4-yl) carbamate